FC1=NC(=CC=C1CC1C(N2C(CN3C(C2=O)=CC(C(=C3)C(=O)N)=O)O1)C)F (2,6-difluoro-pyridin-3-ylmethyl)-3-methyl-5,7-dioxo-2,3,5,7,11,11a-hexahydro[1,3]oxazolo[3,2-a]pyrido[1,2-d]pyrazine-8-carboxamide